C(C)C1=CC=C(C=C1)S(=O)(=O)O p-ethyl-benzenesulfonic acid